3-(5-fluoro-6-piperazin-1-yl-3-pyridyl)piperidine-2,6-dione FC=1C=C(C=NC1N1CCNCC1)C1C(NC(CC1)=O)=O